(2E)-2-{2-[({cyclopropyl-[(4-methoxyphenyl)imino]methyl}thio)methyl]phenyl}-3-methoxyprop-2-enoic acid methyl ester COC(\C(=C\OC)\C1=C(C=CC=C1)CSC(=NC1=CC=C(C=C1)OC)C1CC1)=O